(Z)-9-(Cyclopropylmethyl)-2-(6-(2-(6-(3,3-difluoropyrrolidin-1-yl)pyrazin-2-yl)-2-fluorovinyl)-3-phenoxy-2-(trifluoromethyl)phenyl)-2,9-diazaspiro[5.5]undecane C1(CC1)CN1CCC2(CCCN(C2)C2=C(C(=CC=C2\C=C(/F)\C2=NC(=CN=C2)N2CC(CC2)(F)F)OC2=CC=CC=C2)C(F)(F)F)CC1